Phenyl 3-((5-bromo-3-ethyl-2-hydroxyphenyl)sulfonamido)-5-(1-cyanocyclobutyl)-2-hydroxybenzoate BrC=1C=C(C(=C(C1)S(=O)(=O)NC=1C(=C(C(=O)OC2=CC=CC=C2)C=C(C1)C1(CCC1)C#N)O)O)CC